FC1(CNC1)COC(=O)N1CCC(CC1)NC1=CC(=NC=2N1N=CC2C(C)C)C=2CCOCC2 4-((5-(3,6-dihydro-2H-pyran-4-yl)-3-isopropylpyrazolo[1,5-a]pyrimidin-7-yl)amino)piperidine-1-carboxylic acid (3-fluoroazetidine-3-yl)methyl ester